N-(2-(1H-imidazol-4-yl)ethyl)-2-chloroquinazolin-4-amine N1C=NC(=C1)CCNC1=NC(=NC2=CC=CC=C12)Cl